5-(3-(3-fluoro-5-(trifluoromethyl)phenoxy)azetidin-1-yl)-1-methyl-N-(1-methyl-1H-pyrazol-4-yl)-1H-pyrazole-4-carboxamide FC=1C=C(OC2CN(C2)C2=C(C=NN2C)C(=O)NC=2C=NN(C2)C)C=C(C1)C(F)(F)F